tert-Butyl 4-[[2-[3-[(3-Methyl-1,2-benzoxazol-6-yl)carbamoyl]phenyl]-5-(trifluoromethyl)pyrazol-3-yl] oxymethyl]benzoate CC1=NOC2=C1C=CC(=C2)NC(=O)C=2C=C(C=CC2)N2N=C(C=C2OCC2=CC=C(C(=O)OC(C)(C)C)C=C2)C(F)(F)F